COC1=C(C=CC(=C1)N1CCC(CC1)N1CCN(CC1)C)NC1=NC=NC(=C1)N1OCC[C@@H]1C1=CC=CC2=CC=CC=C12 (R)-N-(2-methoxy-4-(4-(4-methylpiperazin-1-yl)piperidin-1-yl)phenyl)-6-(3-(naphthalene-1-yl)isoxazolidin-2-yl)pyrimidin-4-amine